FC1=C(C=C(C=C1)F)C(CC#CC#CC=1C=CNC1)N1C(C2=C(C=C(C=C2C1)C#C)F)=O 4-(6-(2,5-difluorophenyl)-6-(5-ethynyl-7-fluoro-1-oxoisoindolin-2-yl)hex-1,3-diyn-1-yl)-1H-pyrrole